[1-(2-fluorophenyl)-1H-triazolylpropylidene]guanidine FC1=C(C=CC=C1)N1N=NC(=C1)CCC=NC(=N)N